ClC=1C=CC(=C(C1)N1CCN(CC1)CCNC(CCN1C2=C(OCC1)C=CC(=N2)C)=O)C N-(2-(4-(5-chloro-2-methylphenyl)piperazin-1-yl)ethyl)-3-(6-methyl-2,3-dihydro-4H-pyrido[3,2-b][1,4]oxazin-4-yl)propanamide